FC1=CC2=C(C(=CO2)C2CCN(CC2)C(=O)C2CC3(C2)COC(N3)=O)C=C1 (2s,4s)-2-[4-(6-fluorobenzofuran-3-yl)piperidine-1-carbonyl]-6-oxa-8-azaspiro[3.4]octan-7-one